C(C1=CC=CC=C1)N1CC=2C(N=C3N(C2CC1)CCN3CC3=CC(=CC=C3)C)=O 7-benzyl-3-(3-methylbenzyl)-2,3,6,7,8,9-hexahydroimidazo[1,2-a]pyrido[3,4-e]pyrimidin-5(1H)-one